1-Methanesulfonyl-azetidine-3-carboxylic acid {(S)-3-[5-(4,6-dimethyl-pyrimidine-5-carbonyl)-hexahydro-pyrrolo[3,4-c]pyrrol-2-yl]-1-phenyl-propyl}-amide CC1=NC=NC(=C1C(=O)N1CC2C(C1)CN(C2)CC[C@@H](C2=CC=CC=C2)NC(=O)C2CN(C2)S(=O)(=O)C)C